C1(CC1)N(CCC(C(=O)O)NC(=O)C1CCOCC1)CCCCC1=NC=2NCCCC2C=C1 4-[cyclopropyl-[4-(5,6,7,8-tetrahydro-1,8-naphthyridin-2-yl)butyl]amino]-2-(tetrahydropyran-4-carbonylamino)butanoic acid